4,5-dicarboxyl-naphthalene C(=O)(O)C1=CC=CC2=CC=CC(=C12)C(=O)O